NC1=C(C(C(=O)NN)=CC=C1)C(=O)O aminophthalic hydrazide